COCC1=NC2=C(N1)C=C(C=C2C(=O)N)NC(=O)C2=C(C=CC=C2)C(F)(F)F 2-(methoxymethyl)-6-({[2-(trifluoromethyl)phenyl]carbonyl}amino)-1H-benzoimidazole-4-carboxamide